C[C@H]1[C@H]2[C@H](C[C@H]3[C@@H]4CC=C5C[C@H](CC[C@]5(C)[C@H]4CC[C@]23C)O)O[C@]12CC[C@@H](C)CO2 (25R)-5-Spirosten-3β-ol